tert-butyl 2-((2S,3R)-1-amino-3-hydroxy-1-oxobutan-2-yl)-1-oxo-2,5-diazaspiro[3.4]octane-5-carboxylate NC([C@H]([C@@H](C)O)N1C(C2(C1)N(CCC2)C(=O)OC(C)(C)C)=O)=O